C[Hg].[Hg] mercury (methyl-mercury)